2-(2,5-dioxo-2,5-dihydro-1H-pyrrol-1-yl)ethyl-N-{(2S)-2-amino-4-[{(1R)-1-[1-benzyl-4-(2,5-difluorophenyl)-1H-pyrrol-2-yl]-2,2-dimethylpropyl}(glycoloyl)amino]butanoyl}-beta-alaninate O=C1N(C(C=C1)=O)CCOC(CCNC([C@H](CCN(C(CO)=O)[C@H](C(C)(C)C)C=1N(C=C(C1)C1=C(C=CC(=C1)F)F)CC1=CC=CC=C1)N)=O)=O